C(#N)C=1C(=C(C(=NC1O)CCC1=CC=C(C=C1)F)C(=O)OCC)C1=CC=C(S1)C(=O)O 5-[5-cyano-3-ethoxycarbonyl-2-[2-(4-fluorophenyl)ethyl]-6-hydroxy-4-pyridyl]thiophene-2-carboxylic acid